C(C(=C)C)(=O)OCCC[Si](OCCC)(OCCC)OCCC 3-methacryloxypropyltris(propoxy)silane